8-(5,6-di(tert-butoxycarbonyl)-2-norbornyloxycarbonyl)-tetracyclo[4.4.0.12,5.17,10]-3-dodecene C(C)(C)(C)OC(=O)C1C2CC(C(C1C(=O)OC(C)(C)C)C2)OC(=O)C2C1C3C4C=CC(C3C(C2)C1)C4